N-(2,6-difluoro-3-(5-(pyridin-4-yl)-1H-pyrazolo[3,4-b]pyridine-3-carbonyl)phenyl)propane-1-sulfonamide FC1=C(C(=CC=C1C(=O)C1=NNC2=NC=C(C=C21)C2=CC=NC=C2)F)NS(=O)(=O)CCC